O[C@H]1CN(CC[C@@H]1[C@@H]1N2C(C3=CC=CC=C13)=CN=C2)CC#N 2-((3R,4R)-3-Hydroxy-4-((S)-5H-imidazo[5,1-a]isoindol-5-yl)piperidin-1-yl)acetonitril